ClC=1C(=CC(=NC1)N[C@H]1[C@@H](COCC1)O)C1=CN=C(O1)C1CCN(CC1)C(=O)OC(C)(C)C tert-butyl 4-(5-(5-chloro-2-(((3S,4R)-3-hydroxytetrahydro-2H-pyran-4-yl)amino)pyridin-4-yl)oxazol-2-yl)piperidine-1-carboxylate